tert-butyl N-(3-(7-chloro-3-(propan-2-yl)pyrazolo[1,5-a]pyridin-2-yl)prop-2-yn-1-yl)carbamate ClC1=CC=CC=2N1N=C(C2C(C)C)C#CCNC(OC(C)(C)C)=O